(Z)-N-(1,4-dicyclohexyl-1,4-dioxobut-2-en-2-yl)benzamide C1(CCCCC1)C(/C(=C/C(=O)C1CCCCC1)/NC(C1=CC=CC=C1)=O)=O